1-tetrahydropyranyl-oxy-3,6-nonadiyne O1C(CCCC1)OCCC#CCC#CCC